N1=C([CH2+]=CC=C1)S(=O)(=O)[O-].[Fe] iron 3-pyridiniumsulfonate